C1(=CC=CC=C1)CCC(=O)SCC(SCCSC(CCC1=CC=CC=C1)=O)CSCCSC(CCC1=CC=CC=C1)=O 4-(3-phenyl-propionyl)thiomethyl-1,8-bis(3-phenyl-propionyl)thio-3,6-dithiaoctane